4-(N-isobutylamino)benzoic acid C(C(C)C)NC1=CC=C(C(=O)O)C=C1